2-butyramido-5-(5-nitrothiophen-2-yl)methyleneaminothiophene-3,4-dicarboxylic acid diethyl ester C(C)OC(=O)C1=C(SC(=C1C(=O)OCC)N=CC=1SC(=CC1)[N+](=O)[O-])NC(CCC)=O